S1C=NC2=C1C=CC(=C2)N2N=CN=C2CN(C(=O)NCC2=NC(=NN2C2=CC(=C(C=C2)Cl)F)C)C 1-{[1-(1,3-benzothiazol-5-yl)-1H-1,2,4-triazol-5-yl]methyl}-3-{[1-(4-chloro-3-fluorophenyl)-3-methyl-1H-1,2,4-triazol-5-yl]methyl}-1-methylurea